FC1(OC2=C(O1)C=CC(=C2)N(C(=O)C=2C=C(C=CC2)N2N=C(C1=C2[C@@H](COC1)OC1=CC=C(C(=O)OC(C)(C)C)C=C1)C(F)(F)F)C)F (S)-tert-Butyl 4-[[1-[3-[(2,2-difluoro-1,3-benzodioxol-5-yl)-methylcarbamoyl]phenyl]-3-(trifluoromethyl)-6,7-dihydro-4H-pyrano[4,3-c]pyrazol-7-yl]oxy]benzoat